Propyl 2-(3-(3-chloro-5-(5-methyl-1,2,4-oxadiazol-3-yl)benzamido)-N-methylpropanamido)-4-methylthiazole-5-carboxylate ClC=1C=C(C(=O)NCCC(=O)N(C)C=2SC(=C(N2)C)C(=O)OCCC)C=C(C1)C1=NOC(=N1)C